C1=CC(=CC(=C1)S)C(C(=O)O)C(=O)O 3-Thiophenylmalonic Acid